N1=C(N=C(C=C1)N1CC2=CC(=C(C=C2CC1=O)OC)OC)C1=NC=CC=N1 2-([2,2'-bipyrimidin]-4-yl)-6,7-dimethoxy-1,4-dihydroisoquinolin-3(2H)-one